C(C)(C)(C)OC(=O)N[C@@H](C(C)(C)C)C(=O)N1[C@@H](C[C@H](C1)O)C(=O)OC methyl N-(tert-butoxycarbonyl)-3-methyl-L-valyl-(4R)-4-hydroxy-L-prolinate